sodium 2-[5-[4-tert-butyl-7-[ethyl(3-sulphonatopropyl) azaniumylidene]chromen-2-yl]penta-2,4-dienylidene]-3-(3-carboxypropyl)-3-methyl-1-(3-sulphonatopropyl)indole-5-sulphonate C(C)(C)(C)C=1C=C(OC2=CC(C=CC12)=[N+](CCCS(=O)(=O)[O-])CC)C=CC=CC=C1N(C2=CC=C(C=C2C1(C)CCCC(=O)O)S(=O)(=O)[O-])CCCS(=O)(=O)[O-].[Na+].[Na+]